7-(4-methoxy-4-methylpiperidin-1-yl)-4-methylpyrido[3,4-d]pyridazin COC1(CCN(CC1)C1=CC=2C(=C(N=NC2)C)C=N1)C